[5-(4-amino-butyl)-7-chloro-10,11-dihydro-5H-dibenzo[b,f]azepin-2-yl]-methanol NCCCCN1C2=C(CCC3=C1C=C(C=C3)Cl)C=C(C=C2)CO